3-ethoxyandrostane-3,5-diene C(C)OC1=CC2=CC[C@H]3[C@@H]4CCC[C@@]4(C)CC[C@@H]3[C@]2(CC1)C